(2S,4R)-4-fluoro-N-[(S)-phenyl[4-(propan-2-yl)phenyl]methyl]-1-[2-(1H-1,2,3,4-tetrazol-1-yl)acetyl]pyrrolidine-2-carboxamide F[C@@H]1C[C@H](N(C1)C(CN1N=NN=C1)=O)C(=O)N[C@H](C1=CC=C(C=C1)C(C)C)C1=CC=CC=C1